ClC1=C(C=C(OC2=C(N(C3=CC=CC=C23)CCC)C(=O)[O-])C=C1C)C 4-chloro-3,5-dimethylphenoxy(propyl)-1H-indole-2-carboxylate